2-(3-Amino-3-methylbutanoyl)-7-((3,4-difluorobenzyl)oxy)-3,4,11,11a-tetrahydro-1H-pyrazino[1',2':3,4]imidazo[1,2-c]pyrimidin-9(2H)-one NC(CC(=O)N1CC2N(C=3N(C(N=C(C3)OCC3=CC(=C(C=C3)F)F)=O)C2)CC1)(C)C